3-(5-Chlorothiazol-2-yl)-5-[[(2R)-morpholin-2-yl]methoxy]-N-[(1R)-1-[2-(trifluoromethyl)pyrimidin-5-yl]ethyl]benzamide ClC1=CN=C(S1)C=1C=C(C(=O)N[C@H](C)C=2C=NC(=NC2)C(F)(F)F)C=C(C1)OC[C@H]1CNCCO1